2-glycidoxyethyl-dimethylmethoxysilane C(C1CO1)OCC[Si](OC)(C)C